O1COC2=C1C=CC=C2N([C@@H]2CC[C@H](CC2)N(C2=C(C(N(C1=CC=C(N=C21)Cl)C)=O)C#N)C)CC2CCC2 trans-4-((4-(benzo[d][1,3]dioxol-4-yl(cyclobutylmethyl)amino)cyclohexyl)(methyl)amino)-6-chloro-1-methyl-2-oxo-1,2-dihydro-1,5-naphthyridine-3-carbonitrile